2-(Dimethylamino)-N-(4-(3-(3,5-dimethylisoxazol-4-yl)-5-(methylsulfonamido)phenoxy)-3,5-dimethylphenyl)acetamide CN(CC(=O)NC1=CC(=C(C(=C1)C)OC1=CC(=CC(=C1)NS(=O)(=O)C)C=1C(=NOC1C)C)C)C